monooctyl phosphite monosodium salt [Na+].P(OCCCCCCCC)([O-])O